N'-[(3R,4S)-4-hydroxyoxolan-3-yl]urea O[C@H]1[C@@H](COC1)NC(N)=O